CC1C=C(O)C=CC=1Cl chlorocresol